3-((4-bromo-5-fluoro-2-methoxyphenyl)amino)propanoic acid BrC1=CC(=C(C=C1F)NCCC(=O)O)OC